CCC(CC)C1=NC=2N(C(=C1)N[C@@H]1C[C@H](CC1)N)N=CC2 (1S,3S)-N1-(5-(penta-3-yl)pyrazolo[1,5-a]pyrimidin-7-yl)cyclopentane-1,3-diamine